5-(2-Azidopropan-2-yl)-N-(2-(2-fluoropropan-2-yl)pyrimidin-4-yl)-8-methoxyisoquinolin-3-amine Indium tribromide [Br-].[Br-].[Br-].[In+3].N(=[N+]=[N-])C(C)(C)C1=C2C=C(N=CC2=C(C=C1)OC)NC1=NC(=NC=C1)C(C)(C)F